2-fluoro-4-isothiocyanato-1-(trifluoromethoxy)benzene 2,2-dimethyl-5-oxopyrrolidine-1-carboxylate CC1(N(C(CC1)=O)C(=O)O)C.FC1=C(C=CC(=C1)N=C=S)OC(F)(F)F